(9H-fluoren-9-yl)methyl (71-hydroxy-3,6,9,12,15,18,21,24,27,30,33,36,39,42,45,48,51,54,57,60,63,66,69-tricosaoxahenheptacontyl)carbamate OCCOCCOCCOCCOCCOCCOCCOCCOCCOCCOCCOCCOCCOCCOCCOCCOCCOCCOCCOCCOCCOCCOCCOCCNC(OCC1C2=CC=CC=C2C=2C=CC=CC12)=O